3-(3-furyl)-3-[4-(7H-pyrrolo[2,3-d]-pyrimidin-4-yl)-1H-pyrazol-1-yl]-propanenitrile O1C=C(C=C1)C(CC#N)N1N=CC(=C1)C=1C2=C(N=CN1)NC=C2